N-(Pyridin-3-ylmethyl)-6-(1H-pyrrolo[2,3-b]pyridin-3-yl)quinazolin-4-amine N1=CC(=CC=C1)CNC1=NC=NC2=CC=C(C=C12)C1=CNC2=NC=CC=C21